C1(CC1)C=1N=CN(C1)C=1C(=CC(=C(C(=O)NCC2=NC(=CC=C2)N2N=NC3=C2CCCC3)C1)F)C 5-(4-Cyclopropyl-1H-imidazol-1-yl)-2-fluoro-4-methyl-N-(6-(4,5,6,7-tetrahydro-1H-benzo[d][1,2,3]triazol-1-yl)pyridin-2-yl)methylbenzamide